BrC=1C=CC(=C2COCC12)C[C@@H](C(=O)OC)NC(C1=C(C=C(C=C1F)N[C@@H](C(F)(F)F)CC)F)=O methyl (S)-3-(7-bromo-1,3-dihydroisobenzofuran-4-yl)-2-(2,6-difluoro-4-(((R)-1,1,1-trifluorobutan-2-yl)amino)benzamido)propanoate